C[C@H]1N(CCN(C1)C1=NC=C(C=N1)C(F)(F)F)C(=O)O[C@H](CC1=CNC(C(=C1)C(F)(F)F)=O)C (S)-1-(6-Oxo-5-(trifluoromethyl)-1,6-dihydropyridin-3-yl)propan-2-yl (R)-2-methyl-4-(5-(trifluoromethyl)pyrimidin-2-yl)piperazine-1-carboxylate